3-(2-Methyl-2H-indazol-3-yl)bicyclo[1.1.1]pentane-1-carboxylic acid CN1N=C2C=CC=CC2=C1C12CC(C1)(C2)C(=O)O